tert-butyl 3-(4-(2-(trifluoromethyl)phenyl)piperidine-1-carbonyl)-4,6-dihydropyrrolo[3,4-c]pyrazole-5(1H)-carboxylate FC(C1=C(C=CC=C1)C1CCN(CC1)C(=O)C=1C2=C(NN1)CN(C2)C(=O)OC(C)(C)C)(F)F